(R)-5-amino-3-(2-(4-(2,4-difluoro-5-((2-oxopyrrolidin-3-yl)oxy)phenyl)piperazin-1-yl)ethyl)-8-(furan-2-yl)thiazolo[5,4-e][1,2,4]triazolo[1,5-c]pyrimidin-2(3H)-one NC1=NC2=C(C=3N1N=C(N3)C=3OC=CC3)SC(N2CCN2CCN(CC2)C2=C(C=C(C(=C2)O[C@H]2C(NCC2)=O)F)F)=O